tert-butyl N-[trans-4-[[3-[N'-(2-chloro-5-fluoro-phenyl)carbamimidoyl]-6-(4,4,5,5-tetramethyl-1,3,2-dioxaborolan-2-yl)pyrrolo[1,2-b]pyridazin-4-yl]amino]cyclohexyl]carbamate ClC1=C(C=C(C=C1)F)N=C(N)C1=C(C=2N(N=C1)C=C(C2)B2OC(C(O2)(C)C)(C)C)N[C@@H]2CC[C@H](CC2)NC(OC(C)(C)C)=O